(R)-N-methyl-N-(1-phenylallyl)aniline 4-[4-[(7S)-3-carbamoyl-2-(4-phenoxyphenyl)-4,5,6,7-tetrahydropyrazolo[1,5-a]pyrimidin-7-yl]-1-piperidyl]piperidine-1-carboxylate C(N)(=O)C=1C(=NN2C1NCC[C@H]2C2CCN(CC2)C2CCN(CC2)C(=O)O)C2=CC=C(C=C2)OC2=CC=CC=C2.CN(C2=CC=CC=C2)[C@H](C=C)C2=CC=CC=C2